FC1=CC=C(C=C1)N1C(=NC=C1)C=1C=CC=2N(C1)C(=CN2)C=2C=CC(=NC2)NC(OC)=O methyl N-[5-[6-[1-(4-fluorophenyl)imidazol-2-yl]imidazo[1,2-a]pyridin-3-yl]-2-pyridyl]carbamate